(5S,8S)-N-(2-chloro-3,4-difluorobenzyl)-8-hydroxy-5,6,7,8-tetrahydro-quinoline-5-carboxamide ClC1=C(CNC(=O)[C@@H]2C=3C=CC=NC3[C@H](CC2)O)C=CC(=C1F)F